O=C1CCN(CCC1)C(=O)[O-] 4-oxoazepane-1-carboxylate